tert-butyl (R)-4-((4-(3-(6-(benzyloxy)-2-hydroxypyridin-3-yl)-7-fluoro-1-methyl-1H-indazol-6-yl)piperidin-1-yl)methyl)-3,3-dimethylpiperidine-1-carboxylate C(C1=CC=CC=C1)OC1=CC=C(C(=N1)O)C1=NN(C2=C(C(=CC=C12)C1CCN(CC1)C[C@H]1C(CN(CC1)C(=O)OC(C)(C)C)(C)C)F)C